[Zn].[Cu].[Mn].[Co].[Ni].[Si](C)(C)(C(C)(C)C)OC=1C=C(C=CC1)C1=CC(=NC2=CC=C(C=C12)C=O)Cl (4-(3-((tert-butyldimethylsilyl)oxy)phenyl)-2-chloroquinolin-6-yl)methanone nickel cobalt manganese copper zinc